C(C)(=O)C=1C(=NC(=CC1)N1C=NC2=C1C=CC(=C2)NC=2N=NC(=CC2)CN2CC(C2)OC)N2N=C(C=C2C)C#N 1-[3-acetyl-6-[5-[[6-[(3-methoxyazetidin-1-yl)methyl]pyridazin-3-yl]amino]benzimidazol-1-yl]-2-pyridyl]-5-methyl-pyrazole-3-carbonitrile